N-PROPAN-2-YL-ACETAMIDE CC(C)NC(C)=O